CC1=C(C(=CC(=C1)C)C)NC1=CC=CC=2C(C3=CC=CC=C3C(C12)=O)=O 4-(2,4,6-trimethylphenylamino)anthraquinone